C(C)(C)(C)N1N=C(C=C1NC(OCC1=CC=CC=C1)=O)[C@H]1C[C@H](CC1)OC(NC(C)C)=O benzyl (1-(tert-butyl)-3-((1R,3S)-3-((isopropylcarbamoyl)oxy)cyclopentyl)-1H-pyrazol-5-yl)carbamate